(2R)-1-(3,5-difluorophenyl)-2-methyl-piperazine FC=1C=C(C=C(C1)F)N1[C@@H](CNCC1)C